(5-Isopropyl-1H-pyrazol-3-yl)-[(1R,5S)-6-[(2R)-2-methylpyrrolidine-1-carbonyl]-3-azabicyclo[3.1.0]hexan-3-yl]methanone C(C)(C)C1=CC(=NN1)C(=O)N1C[C@H]2C([C@H]2C1)C(=O)N1[C@@H](CCC1)C